CC=1OC2=C(CNCC2)N1 2-methyl-4,5,6,7-tetrahydrooxazolo[4,5-c]pyridine